S(=O)(=O)(O)O.C=CC1=CC=CC=C1 styrene-sulfate